Isoleucinol N[C@@H]([C@@H](C)CC)CO